2-(hydroxymethyl)-2-(methoxymethyl)-6-(trifluoromethyl)quinuclidin-3-one OCC1(N2C(CC(C1=O)CC2)C(F)(F)F)COC